ClC1=CC(=C(C=C1C#N)NS(=O)(=O)C=1C=C(C(=O)O)C=CC1C1CC1)C1NCCCC1 3-(N-(4-chloro-5-cyano-2-(piperidin-2-yl)phenyl)sulfamoyl)-4-cyclopropylbenzoic acid